2,6-Dimethylpiperidine-4-carboxylic acid methyl ester COC(=O)C1CC(NC(C1)C)C